ethylene furan-2,5-dicarboxylate O1C2=CC=C1C(=O)OCCOC2=O